3-bromo-4-chloro-2-(trifluoromethyl)pyridine 1-oxide BrC=1C(=[N+](C=CC1Cl)[O-])C(F)(F)F